OC(=O)C(F)(F)F.CN1C=2N(CC(C1)CN)N=CC2C2=CC=C(C=C2)C(F)(F)F (4-methyl-3-(4-(trifluoromethyl)phenyl)-4,5,6,7-tetrahydropyrazolo[1,5-a]pyrimidin-6-yl)methanamine TFA salt